N1=CC(=NC=C1)C#N pyrazin-3-carbonitrile